NCCOCCN bis(β-aminoethyl)ether